CN(C1=CC=C(OC=2N=CC3=C(N2)C=NC=C3)C=C1)C=1C=C(C=CC1)C 2-[4-(methyl-m-tolyl-amino)-phenoxy]-pyrido[3,4-d]pyrimidin